2-((3-chloro-5-methoxy-7-methyl-1H-indol-4-yl)methyl)isoindoline-5-carbonitrile ClC1=CNC2=C(C=C(C(=C12)CN1CC2=CC=C(C=C2C1)C#N)OC)C